4-(4-Aminopyrrolo[2,1-f][1,2,4]triazin-7-yl)-3,6-dihydropyridine-1(2H)-carboxylic acid tert-butyl ester C(C)(C)(C)OC(=O)N1CCC(=CC1)C1=CC=C2C(=NC=NN21)N